2-benzyl-N-methyl-N-(p-tolyl)acrylamide C(C1=CC=CC=C1)C(C(=O)N(C1=CC=C(C=C1)C)C)=C